4,6-bisdiphenylphosphino-dibenzofuran C1(=CC=CC=C1)P(C1=CC=CC2=C1OC1=C2C=CC=C1P(C1=CC=CC=C1)C1=CC=CC=C1)C1=CC=CC=C1